ClC1=C(C(=O)NC=2OC(=NN2)C)C=CC(=C1[S@](=O)C)C(F)(F)F |r| racemic-2-chloro-N-(5-methyl-1,3,4-oxadiazol-2-yl)-3-[(RS)-methylsulfinyl]-4-(trifluoromethyl)benzamide